FC=1C(=NC=C(C1)C(C(C(F)(F)F)(F)F)(F)F)NC(C1=C(C=CC(=C1)[N+](=O)[O-])SC1=NN=NN1CCC(CC)O)=O N-[3-fluoro-5-(1,1,2,2,3,3,3-heptafluoropropyl)pyridin-2-yl]-2-{[1-(3-hydroxypentyl)-1H-1,2,3,4-tetrazol-5-yl]sulfanyl}-5-nitrobenzamide